(2R,3S)-3-(methylsulfonylmethyl)-2-methylazetidine CS(=O)(=O)C[C@@H]1[C@H](NC1)C